(2S)-benzyl 2-(cyanomethyl)-4-(2'-(methylthio)-3,4,5',6'-tetrahydro-2H-spiro[naphthalene-1,7'-pyrano[2,3-d]pyrimidin]-4'-yl)piperazine-1-carboxylate C(#N)C[C@@H]1N(CCN(C1)C=1C2=C(N=C(N1)SC)OC1(CC2)CCCC2=CC=CC=C21)C(=O)OCC2=CC=CC=C2